tert-butyl 4-(6-(Methylcarbamoyl)pyridin-3-yl)piperidine-1-carboxylate CNC(=O)C1=CC=C(C=N1)C1CCN(CC1)C(=O)OC(C)(C)C